BrC=1C(=CC(=C(N)C1)N1C[C@@H](N(CC1)C)C)F (S)-5-bromo-2-(3,4-dimethylpiperazin-1-yl)-4-fluoroaniline